O=C(OCC1=CC=CC=C1)NCCOCCOCCNC(CCC(=O)N[C@@H](CCCCNC(CCC(NCCOCCOCCNC(OCC1=CC=CC=C1)=O)=O)=O)C(=O)O)=O (S)-23-(3,14-Dioxo-1-phenyl-2,7,10-trioxa-4,13-diazaheptadecan-17-amido)-3,14,17-trioxo-1-phenyl-2,7,10-trioxa-4,13,18-triazatetracosan-24-oic acid